methyl (Z)-1-(4-amino-2-fluorobut-2-en-1-yl)-4-(5-(N-cyclopropylsulfamoyl)-2-methoxyphenyl)-1H-benzo[d][1,2,3]triazol-6-carboxylate hydrochloride Cl.NC\C=C(\CN1N=NC2=C1C=C(C=C2C2=C(C=CC(=C2)S(NC2CC2)(=O)=O)OC)C(=O)OC)/F